C(CCCCC)C1C2C=CC(C1)C2 2-hexyl-5-norbornene